FC(C1=CC=CC2=C1OCC(N2)=O)(F)F 8-(trifluoromethyl)-2H-benzo[b][1,4]oxazin-3(4H)-one